4-[2-(2-aminopyrimidin-5-yl)ethynyl]3,5-difluoropyridine NC1=NC=C(C=N1)C#CC1=C(C=NC=C1F)F